isobutyl (6'S)-6'-(4-hydroxybenzyl)-8'-(2-methoxyethyl)-4',7'-dioxotetrahydro-4'H-spiro[cyclopropane-1,3'-pyrazino[2,1-c][1,2,4]oxadiazine]-1'(6'H)-carboxylate OC1=CC=C(C[C@H]2C(N(CC3N(OC4(C(N32)=O)CC4)C(=O)OCC(C)C)CCOC)=O)C=C1